O=C1NC(CCC1N1C(C2=CC(=C(C=C2C1)C(=O)N[C@@H](C(F)(F)F)C1=CC(=CC=C1)C(F)(F)F)F)=O)=O 2-(2,6-dioxopiperidin-3-yl)-6-fluoro-1-oxo-N-((R)-2,2,2-trifluoro-1-(3-(trifluoromethyl)phenyl)ethyl)isoindoline-5-carboxamide